tert-butyl 4-[6-[2-methyl-8-(4-oxo-1-pyridyl)imidazo[1,2-b]pyridazin-6-yl]-1-oxo-2-isoquinolyl]piperidine-1-carboxylate CC=1N=C2N(N=C(C=C2N2C=CC(C=C2)=O)C=2C=C3C=CN(C(C3=CC2)=O)C2CCN(CC2)C(=O)OC(C)(C)C)C1